ClC=1C=NC=C(C1C(=O)NC(C(=O)O)CCOCCCCC1=NC=2NCCCC2C=C1)C 2-[(3-chloro-5-methyl-pyridine-4-carbonyl)amino]-4-[4-(5,6,7,8-tetrahydro-1,8-naphthyridin-2-yl)butoxy]butanoic acid